3-(4-methoxyphenyl)-2,4-dioxo-1,2,3,4-tetrahydropyrimidine-5-carboxylic acid COC1=CC=C(C=C1)N1C(NC=C(C1=O)C(=O)O)=O